N[C@H]1CN(CCC1)C(=O)C1=CC2=C(N(C(=N2)C=2N(C3=CC=CC=C3C2)C[C@H](CO)C)C)C(=C1)OC ((R)-3-Aminopiperidin-1-yl)(2-(1-((R)-3-hydroxy-2-methylpropyl)-1H-indol-2-yl)-7-methoxy-1-methyl-1H-benzo[d]imidazol-5-yl)methanon